C1CC12OCCN(C2)CCN2C(C(=C(C1=CC(=CN=C21)C2=CC=C(C=C2)F)O)C(=O)NC2CC1(CC1)C2)=O 1-(2-(4-oxa-7-azaspiro[2.5]octan-7-yl)ethyl)-6-(4-fluorophenyl)-4-hydroxy-2-oxo-N-(spiro[2.3]hexan-5-yl)-1,2-dihydro-1,8-naphthyridine-3-carboxamide